n-butyltriisopropoxysilane C(CCC)[Si](OC(C)C)(OC(C)C)OC(C)C